ClC=1C(=NC=CN1)C=1OC(C(N(N1)C)=O)=C(C)C 2-(3-chloropyrazin-2-yl)-6-isopropylidene-4-methyl-1,3,4-oxadiazin-5-one